2-{1-[2',6'-bis(benzyloxy)-[3,3'-bipyridine]-6-yl]Piperidin-4-yl}acetic acid tert-butyl ester C(C)(C)(C)OC(CC1CCN(CC1)C1=CC=C(C=N1)C=1C(=NC(=CC1)OCC1=CC=CC=C1)OCC1=CC=CC=C1)=O